Cl.CC1=CC=C(C(=N1)C1=CC=2N(C=C1)C=CN2)C=2C=NNC2 7-(6-methyl-3-(1H-pyrazol-4-yl)pyridin-2-yl)imidazo[1,2-a]pyridine hydrochloride